(4R,4aS,6R)-4,4a,5,6,7,8-hexahydro-4,4a-dimethyl-6-(1-methyl-vinyl)-naphthalen C[C@@H]1C=CC=C2CC[C@H](C[C@@]12C)C(=C)C